(2R,3S)-N-(2-Amino-3-fluoro-4-((4-(trifluoromethyl)benzyl)amino)phenyl)-2,3-difluorodecanamid NC1=C(C=CC(=C1F)NCC1=CC=C(C=C1)C(F)(F)F)NC([C@H]([C@H](CCCCCCC)F)F)=O